methyl 4-cyclopropyl-3-(N-(4-fluoro-5-(1-methylpyrazol-5-yl)-2-(pyridin-2-yl)phenyl)sulfamoyl)benzoate C1(CC1)C1=C(C=C(C(=O)OC)C=C1)S(NC1=C(C=C(C(=C1)C1=CC=NN1C)F)C1=NC=CC=C1)(=O)=O